NC1=C(C(=NC=C1CC)C(=O)O)C(=O)O amino-5-ethyl-2,3-pyridinedicarboxylic acid